CC=1C=CC=C2C=CN=C(C12)N(C(=O)N1CCC(CC1)C1=NC(=NO1)C1=CC=CC=C1)[C@H]1CN(CCC1)C(=O)[O-] (R)-3-(N-(8-methylisoquinolin-1-yl)-4-(3-phenyl-1,2,4-oxadiazol-5-yl)piperidine-1-carboxamido)piperidine-1-carboxylate